CC1=C(C=CC=C1C)B(O)O (2,3-dimethyl-phenyl)boronic acid